BrC1=C(C=C2C(NC(=NC2=C1)C)=O)O[C@@H]1COCC1 (S)-7-bromo-2-methyl-6-((tetrahydrofuran-3-yl)oxy)quinazolin-4(3H)-one